NC1=NN(C=C1C(=O)N)[C@H]1COCC[C@@H]1C#N 3-amino-1-((3R,4S)-4-cyanotetrahydro-2H-pyran-3-yl)-1H-pyrazole-4-carboxamide